ClC=1C=C2N(C(C=3N(C2=CC1)C=CN3)=O)C3=C(C=CC=C3)OC(F)(F)F 7-chloro-5-(2-(trifluoromethoxy)phenyl)imidazo[1,2-a]Quinoxaline-4(5H)-on